dibromophthalic anhydride BrC=1C(=C2C(C(=O)OC2=O)=CC1)Br